C(C)(=O)C1NC=CCC1 2-Acetyl-tetrahydropyridine